decafluoro-1-heptanol FC(C(C(C(C(O)(F)F)(F)F)(F)F)(F)F)(CC)F